FC1=C(CN2C(N(N=C2)C2=CC(=C(C=C2)OCC(C)=O)F)=O)C(=CC=C1)F 4-(2,6-difluorobenzyl)-2-(3-fluoro-4-(2-oxopropoxy)phenyl)-2,4-dihydro-3H-1,2,4-triazol-3-one